tert-butyl 4-(4-{(6-{[5-cyclopropyl-1-(oxan-2-yl)-1H-pyrazol-3-yl]amino}-5-methoxy-1,2-benzoxazol-3-yl)[(4-methoxyphenyl)methyl]sulfamoyl}-3,5-dimethoxyphenyl)piperidine-1-carboxylate C1(CC1)C1=CC(=NN1C1OCCCC1)NC1=CC2=C(C(=NO2)N(S(=O)(=O)C2=C(C=C(C=C2OC)C2CCN(CC2)C(=O)OC(C)(C)C)OC)CC2=CC=C(C=C2)OC)C=C1OC